3-((3R,4R)-4-(4-amino-3-(4-phenoxyphenyl)-1H-pyrazolo[3,4-d]pyrimidin-1-yl)-3-fluoropiperidin-1-yl)azetidine-1-carboxylic acid tert-butyl ester C(C)(C)(C)OC(=O)N1CC(C1)N1C[C@H]([C@@H](CC1)N1N=C(C=2C1=NC=NC2N)C2=CC=C(C=C2)OC2=CC=CC=C2)F